FC1=C(C(=O)O)C(=C(C(=C1F)F)F)O 2,3,4,5-tetrafluoro-6-hydroxybenzoic acid